ClC=1C=C(C=CC1OCC1=NC(=CC=C1)C)NC1=NC=C(C(=N1)C=1C=C(C2=C(N(C(=N2)C)C(C)C)C1)F)F N-(3-chloro-4-((6-methylpyridin-2-yl)methoxy)phenyl)-4-(4-fluoro-1-isopropyl-2-methyl-1H-benzimidazol-6-yl)-5-fluoropyrimidin-2-amine